OC1CCCC=2C1=NOC2C(=O)NC=2SC(=NN2)SC 7-hydroxy-N-(5-(methylsulfanyl)-1,3,4-thiadiazol-2-yl)-4,5,6,7-tetrahydrobenzo[C]isoxazole-3-carboxamide